(S)-2-amino-N-(2-(2,5-dioxo-2,5-dihydro-1H-pyrrole-1-yl)ethyl)-3-phenylpropanamide trifluoroacetic acid salt FC(C(=O)O)(F)F.N[C@H](C(=O)NCCN1C(C=CC1=O)=O)CC1=CC=CC=C1